CN1N=CC(=C(C1=O)C)NC1CC(CN(C1)C)C1=CC=C(C(=O)N2CCC3(CC2)CCN(CC3)C3=C(C(=C(C=C3)C3C(NC(CC3)=O)=O)F)F)C=C1 3-[4-[3-[4-[5-[(1,5-dimethyl-6-oxo-pyridazin-4-yl)amino]-1-methyl-3-piperidyl]benzoyl]-3,9-diazaspiro[5.5]undecan-9-yl]-2,3-difluoro-phenyl]piperidine-2,6-dione